NC1=CC=2C=NC(=C(C2N1C1=C2C=NNC2=CC=C1C)CC1CCC1)C1CC1 2-amino-7-(cyclobutylmethyl)-6-cyclopropyl-1-(5-methyl-1H-indazol-4-yl)pyrrolo[3,2-c]pyridine